2-(tetrahydropyrimidine-2(1H)-ylidene)-1-(p-tolyl)ethan-1-one N1C(NCCC1)=CC(=O)C1=CC=C(C=C1)C